1-N-{2-[(2-Acetamidopyridin-4-yl)ethynyl]-6-fluoropyridin-3-yl}-2,2,2-trifluoroacetamide C(C)(=O)NC1=NC=CC(=C1)C#CC1=NC(=CC=C1NC(C(F)(F)F)=O)F